Acryl-Butyl-Styrol C(=O)(C=C)C(=CC1=CC=CC=C1)CCCC